[1,2,4]triazolo[4,3-a]pyridine-3-carboxylic acid N=1N=C(N2C1C=CC=C2)C(=O)O